2-chloro-5-(2,6-dioxo-4-trifluoromethyl-3,6-dihydropyrimidin-1(2H)-yl)-4-fluorobenzaldehyde ClC1=C(C=O)C=C(C(=C1)F)N1C(NC(=CC1=O)C(F)(F)F)=O